C(CCCC)[N+](C)(C)CCCCC dipentyldimethyl-ammonium